(R)-N-(4-((4-(3,5-dichlorophenyl)-3-methylpiperazin-1-yl)sulfonyl)phenyl)-2-(N-methylmethylsulfonamido)benzamide ClC=1C=C(C=C(C1)Cl)N1[C@@H](CN(CC1)S(=O)(=O)C1=CC=C(C=C1)NC(C1=C(C=CC=C1)N(S(=O)(=O)C)C)=O)C